(S)-4-amino-6-(3,5-dimethylisoxazol-4-yl)-1-(1-phenylethyl)-1H-benzo[d]imidazol-2(3H)-one NC1=CC(=CC=2N(C(NC21)=O)[C@@H](C)C2=CC=CC=C2)C=2C(=NOC2C)C